(Z)-1-(4-Chlorophenyl)-3-(4-hydroxyphenyl)prop-2-en-1-one ClC1=CC=C(C=C1)C(\C=C/C1=CC=C(C=C1)O)=O